ClC1=C(C=CC=C1C1C(NC(CC1)=O)=O)C1=CC=C(C=C1)C=1C(N(C=CC1)C)=O 3-(2-chloro-4'-(1-methyl-2-oxo-1,2-dihydropyridin-3-yl)-[1,1'-biphenyl]-3-yl)piperidine-2,6-dione